methyl-4-((3-((4-chloro-3-(trifluoromethyl)phenyl)sulfonamido)-5-methylpyridin-2-yl)oxy)benzoic acid CC1=C(C(=O)O)C=CC(=C1)OC1=NC=C(C=C1NS(=O)(=O)C1=CC(=C(C=C1)Cl)C(F)(F)F)C